[N+](=O)([O-])C1=C(C=CC=C1)[Se]C#N 1-nitro-2-selenocyanatobenzene